N1(C=NC=C1)CC=1C=C(CNCCCCOCCOC2=C3C=NNC3=CC(=C2)C2=CN=NC=C2)C=C(C1)OC(F)(F)F N-(3-((1H-imidazol-1-yl)methyl)-5-(trifluoromethoxy)benzyl)-4-(2-((6-(pyridazin-4-yl)-1H-indazol-4-yl)oxy)ethoxy)butan-1-amine